[3-[(5-aminoisoxazol-3-yl)methyl]pyrrolidin-1-yl]-[3-fluoro-4-(trifluoromethyl)phenyl]methanone NC1=CC(=NO1)CC1CN(CC1)C(=O)C1=CC(=C(C=C1)C(F)(F)F)F